4-pentylbenzenesulfonamide succinimidyl-alpha-methylbutanoate C1(CCC(N1C(C(=O)O)(CC)C)=O)=O.C(CCCC)C1=CC=C(C=C1)S(=O)(=O)N